2-(2,4-Dichlorobenzyl)-5-hexyl-4-phenylimidazole ClC1=C(CC=2NC(=C(N2)C2=CC=CC=C2)CCCCCC)C=CC(=C1)Cl